COC(=O)C=1C(C(=C(OC1C)N)C#N)C1=CC=C(C=C1)SC 2-amino-3-cyano-4-(4-methylsulfanylphenyl)-6-methyl-4H-pyran-5-carboxylic acid methyl ester